OCCN(CCOC(=O)OC(C(=O)OCCCCCCOC(C(CCCCCCCC)CCCCCC)=O)CCC(=O)OCCCCCCOC(C(CCCCCCCC)CCCCCC)=O)CCO bis(6-((2-hexyldecanoyl)oxy)hexyl) 2-(((2-(bis(2-hydroxyethyl)amino)ethoxy)carbonyl)oxy)pentanedioate